C1(CCCCCCC1)NC(=O)C1=CC=2C(=NC=CC2C(F)(F)F)N1 N-cyclooctyl-4-(trifluoromethyl)-1H-pyrrolo[2,3-b]pyridine-2-carboxamide